CC(C(=O)OCCOC(CCCCCO)=O)=C 2-[(2-Methyl-1-oxo-2-propen-1-yl)oxy]ethyl-6-hydroxy-hexanoat